C1(CC1)N1N=C2C(N(C(N([C@H]2C)C2CCN(CC2)C2=C(C=CC=C2C)F)=O)CC2=C(C=CC=C2)C2CC2)=C1 (S)-2-Cyclopropyl-4-(2-cyclopropyl-benzyl)-6-[1-(2-fluoro-6-methyl-phenyl)-piperidin-4-yl]-7-methyl-2,4,6,7-tetrahydro-pyrazolo[4,3-d]pyrimidin-5-on